O[C@@H]1C[C@H](N(C1)C([C@H](C(C)C)C1=CC(=NO1)OCCCCCC(=O)OC(C)(C)C)=O)NC(=O)[C@@H](C)C1=CC=C(C=C1)C1=C(N=CS1)C tert-Butyl 6-((5-((R)-1-((2S,4R)-4-hydroxy-2-(((S)-1-(4-(4-methylthiazol-5-yl)phenyl)ethyl)formamido)pyrrolidin-1-yl)-3-methyl-1-oxobutan-2-yl)isoxazol-3-yl)oxy)hexanoate